(3S,6S)-3-((((9H-fluoren-9-yl)methoxy)carbonyl)amino)-4-oxo-1,2,3,4,6,7-hexahydroazepino[3,2,1-hi]indole-6-carboxylic acid C1CC2=C3C(=CC=C2)CC(N3C(=O)C1NC(=O)OCC4C5=CC=CC=C5C6=CC=CC=C46)C(=O)O